5-(6-chloro-3-(ethylsulfanyl)pyridin-2-yl)-2-(trifluoromethyl)-[1,2,4]triazolo[1,5-a]pyrimidine ClC1=CC=C(C(=N1)C1=NC=2N(C=C1)N=C(N2)C(F)(F)F)SCC